ClC=1C(=NC(=CC1)OC)OC1CCC2(CN(C2)C(=O)C2CC(C2)(C)O)CC1 (7-((3-Chloro-6-methoxypyridin-2-yl)oxy)-2-azaspiro[3.5]nonan-2-yl)((1s,3s)-3-hydroxy-3-methylcyclobutyl)methanone